1,3,5-tris-(4-aminophenyl)benzene methyl-2-[1-[4-[(2,6-dioxo-3-piperidyl)amino]-2-fluoro-phenyl]-4-hydroxy-4-piperidyl]acetate COC(CC1(CCN(CC1)C1=C(C=C(C=C1)NC1C(NC(CC1)=O)=O)F)O)=O.NC1=CC=C(C=C1)C1=CC(=CC(=C1)C1=CC=C(C=C1)N)C1=CC=C(C=C1)N